6-chloro-2,3,4,5-tetrahydro-1H-benzo[b]azepine ClC1=CC=CC=2NCCCCC21